N-(1-(4-(dimethylamino)-4-methylpent-2-ynoyl)-4-fluoropiperidine-4-carbonyl)-N-methyl-L-valine CN(C(C#CC(=O)N1CCC(CC1)(C(=O)N([C@@H](C(C)C)C(=O)O)C)F)(C)C)C